4-[(S)-1-(4-amino-3-methyl-1H-pyrazolo[3,4-d]pyrimidin-1-yl)ethyl]-6-chloro-2-{1-[(2S)-2-hydroxypropyl]azetidin-3-yl}-3-methoxybenzonitrile NC1=C2C(=NC=N1)N(N=C2C)[C@@H](C)C2=C(C(=C(C#N)C(=C2)Cl)C2CN(C2)C[C@H](C)O)OC